C(C)(C)(C)OC(=O)NC1=C(C=C(C=C1)C1=CC=C(C=C1)F)NC(=O)C1=CC=C(C=C1)S(=NC(OC(C)(C)C)=O)(=O)C=1C=NC=C(C1)C(C)C tert-butyl N-[[4-[[2-(tert-butoxycarbonylamino)-5-(4-fluorophenyl)phenyl]carbamoyl]phenyl]-(5-isopropyl-3-pyridyl)-oxo-sulfanylidene]carbamate